1,4-Dihydro-2,6-dimethyl-4-(1-methyl-1H-pyrrol-2-yl)-5-nitro-3-pyridinecarboxylic acid, {2-[4-(2-methoxyphenyl)-1-piperazinyl]ethyl} ester CC=1NC(=C(C(C1C(=O)OCCN1CCN(CC1)C1=C(C=CC=C1)OC)C=1N(C=CC1)C)[N+](=O)[O-])C